4-phenyl-2-(4-fluorophenyl)-6-(trifluoromethyl)pyridine C1(=CC=CC=C1)C1=CC(=NC(=C1)C(F)(F)F)C1=CC=C(C=C1)F